C(C)(C)(C)OC(=O)N1CCC(=CC1)C1=CC(=C(C=C1)O)[N+](=O)[O-].CN1C(OC2=C1C=C(C=C2)C2CCN(CC2)C(=O)NCCCCC2=CC=CC=C2)=O 4-(3-Methyl-2-oxo-1,3-benzoxazol-5-yl)-N-(4-phenylbutyl)piperidine-1-carboxamide tert-Butyl-4-(4-hydroxy-3-nitrophenyl)-3,6-dihydro-2H-pyridine-1-carboxylate